tert-butyl 5-(1-methyl 7-methylsulfonyl-2-oxo-4H-pyrimido[4,5-d]pyrimidin-3-yl)-2-azabicyclo[2.2.1]heptane-2-carboxylate CN1C(N(CC=2C1=NC(=NC2)S(=O)(=O)C)C2C1CN(C(C2)C1)C(=O)OC(C)(C)C)=O